FC1=CC=C(C=C1)C1=C(OC=C1)C(=O)O 3-(4-fluorophenyl)furan-2-carboxylic acid